N-(4-((2-(1,1-difluoroethyl)-6-methylpyrimidin-4-yl)amino)-5-(1-(2-methoxyethyl)-1H-1,2,3-triazol-4-yl)pyridin-2-yl)acetamide FC(C)(F)C1=NC(=CC(=N1)NC1=CC(=NC=C1C=1N=NN(C1)CCOC)NC(C)=O)C